2-(2-hydroxypropyl)-4-methylbenzenesulfonamide OC(CC1=C(C=CC(=C1)C)S(=O)(=O)N)C